FC1(OC2=C(O1)C=CC(=C2)N(C(=O)C=2C=C(C=CC2)N2N=C(C=1CCC[C@@H](C21)OC2=CC=C(C(=O)O)C=C2)C(F)(F)F)C)F (S)-4-[[1-[3-[(2,2-difluoro-1,3-benzodioxol-5-yl)-methyl-carbamoyl]phenyl]-3-(trifluoromethyl)-4,5,6,7-tetrahydroindazol-7-yl]oxy]benzoic acid